CS(=O)(=O)C1=CC=CC2=C1NC(S2)=O methylsulfonylbenzothiazol-2-one